NCCC[Sn](C)(C)CCCN Bis(3-aminopropyl)dimethyl-tin